4-[4-[[4-(5-Ethoxypyridin-3-yl)thiophen-2-yl]methyl]piperazin-1-yl]-N-(3,3,3-trifluoropropylsulfonyl)benzamide C(C)OC=1C=C(C=NC1)C=1C=C(SC1)CN1CCN(CC1)C1=CC=C(C(=O)NS(=O)(=O)CCC(F)(F)F)C=C1